C(C)(=O)N1CCN(CC1)CC(C1=CC=C(C=C1)C)=O 4-acetyl-1-(2-oxo-2-(4-methylphenyl)ethyl)piperazine